FC1=CC=C2C(=N1)OC1(C2)CNC1 6'-Fluoro-3'H-spiro[azetidine-3,2'-furo[2,3-b]pyridine]